5-(2-chloro-3-fluoro-phenyl)-1-[2-[4-(7-methoxy-2-oxo-4,5-dihydro-1H-1,3-benzodiazepin-3-yl)-1-piperidyl]-2-oxo-ethyl]-3-[2-(1,3,4-oxadiazol-2-yl)ethyl]pyrimidine-2,4-dione ClC1=C(C=CC=C1F)C=1C(N(C(N(C1)CC(=O)N1CCC(CC1)N1C(NC2=C(CC1)C=C(C=C2)OC)=O)=O)CCC=2OC=NN2)=O